N-(1-amino-1-oxo-5-(piperidin-1-yl)pent-3-yl)-1-cyclopentyl-5-(2,6-dimethoxyphenyl)-1H-pyrazole-3-carboxamide NC(CC(CCN1CCCCC1)NC(=O)C1=NN(C(=C1)C1=C(C=CC=C1OC)OC)C1CCCC1)=O